1,2,4-oxadiazole-3-carboxamide 2-methylbenzoate CC1=C(C(=O)O)C=CC=C1.O1N=C(N=C1)C(=O)N